(R)-1-(7-(8-Chloro-7-fluoro-3-hydroxynaphthalen-1-yl)-8-fluoro-2-(((2R,7aS)-2-fluorotetrahydro-1H-pyrrolizin-7a(5H)-yl)methoxy)pyrido[4,3-d]pyrimidin-4-yl)-3-methylpiperidin-3-ol ClC=1C(=CC=C2C=C(C=C(C12)C1=C(C=2N=C(N=C(C2C=N1)N1C[C@@](CCC1)(O)C)OC[C@]12CCCN2C[C@@H](C1)F)F)O)F